Cl.B(O)(O)C=1C=C(C[C@](N)(C(=O)O)C)C=CC1O 3-borono-α-methyl-L-tyrosine hydrochloride